NC(C)(C)C1=CC=C(C=C1)C1(CCOCC1)N1CCN(CC1)C(=O)OC1=CC=CC=C1 phenyl 4-{4-[4-(2-aminopropan-2-yl)phenyl]tetrahydro-2H-pyran-4-yl}piperazine-1-carboxylate